cyclopropylmethyl(3-(imidazo[4,5-d]pyrrolo[2,3-b]pyridin-1(6H)-yl)bicyclo[1.1.1]pentan-1-yl)carbamate C1(CC1)COC(NC12CC(C1)(C2)N2C=NC=1C2=C2C(=NC1)NC=C2)=O